N1N=C(C=CC2=C1C=CC=C2)C(C(=O)O)(CC)N benzodiazepineyl-aminobutyric acid